ClC=1C(=C(OC=2N=NC(=CC2C2=NOCC(N2)CC2=C(C=C(C=C2)C)Cl)C)C=CC1)F 3-(3-(3-chloro-2-fluorophenoxy)-6-methylpyridazine-4-yl)-5-(2-chloro-4-methylbenzyl)-5,6-dihydro-4H-1,2,4-oxadiazine